C(C)(C)(C)OC(=O)NC1=CN=CC(=N1)N1C[C@@H](OCC1)C(=O)O (R)-4-(6-((tert-butoxycarbonyl)amino)pyrazin-2-yl)morpholine-2-carboxylic acid